[6-(2,2-difluoroethoxy)-5-fluoro-2-methoxy-3-pyridinyl]-7-(oxetan-3-yl)imidazo[1,2-a]pyrimidine-3-sulfonamide FC(COC1=C(C=C(C(=N1)OC)C=1N=C2N(C=CC(=N2)C2COC2)C1S(=O)(=O)N)F)F